C(C)(C)C=1C(=NNC1)N[C@H]1C[C@H](N(C1)C=1C2=C(N=C(N1)C)C1=C(O2)C=CC=C1)C(=O)O (2S,4S)-4-((4-isopropyl-1H-pyrazol-3-yl)amino)-1-(2-methylbenzofuro[3,2-d]pyrimidin-4-yl)pyrrolidine-2-carboxylic acid